ClC1=CC(=CC=2CC(OC21)C2=NC(=CC=C2)C2=NN=NN2)C(F)(F)F 2-(7-chloro-5-(trifluoromethyl)-2,3-dihydrobenzofuran-2-yl)-6-(1H-tetrazol-5-yl)pyridine